Methyl (1R,5S,6R)-3-(5-{3'-fluoro-2',7-dimethyl-1H,2'H-[3,4'-biindazol]-1-yl}pyridin-2-yl)-3-azabicyclo[3.1.0]hexane-6-carboxylate FC=1N(N=C2C=CC=C(C12)C1=NN(C2=C(C=CC=C12)C)C=1C=CC(=NC1)N1C[C@H]2C([C@H]2C1)C(=O)OC)C